CN(CCN(C)C)C N,N,N',N'-tetramethyl-1,2-ethylenediamine